CN(C1=C2C=CC=C(C2=CC=C1)S(=O)(=O)N1[C@@H](C(CCC1)O)C(=O)O)C (2S,4R)-1-(5-(dimethylamino)naphthalene-1-ylsulfonyl)-3-hydroxypiperidine-2-carboxylic acid